(5-(4-bromophenyl)isoxazol-3-yl)(morpholin) BrC1=CC=C(C=C1)C1=CC(=NO1)N1CCOCC1